N-(2-fluoro-4-(2-(2,2,2-trifluoroacetyl)hydrazine-1-carbonyl)benzyl)-N-(pyrimidin-5-yl)methanesulfonamide FC1=C(CN(S(=O)(=O)C)C=2C=NC=NC2)C=CC(=C1)C(=O)NNC(C(F)(F)F)=O